ClC1=CNC2=C1C(=CC=1CN(S(NC12)(=O)=O)CCOC)C 7-chloro-3-(2-methoxyethyl)-6-methyl-4,9-dihydro-1H-pyrrolo[3,2-h][2,1,3]benzothiadiazine 2,2-dioxide